2-(2,6-dioxo-3-piperidinyl)-5-[4-[[3-(4-piperidinylmethyl)phenyl]methyl]-1-piperidinyl]isoindoline-1,3-dione O=C1NC(CCC1N1C(C2=CC=C(C=C2C1=O)N1CCC(CC1)CC1=CC(=CC=C1)CC1CCNCC1)=O)=O